fluoro-n-propanecarboxylic acid FC(CC)C(=O)O